tert-butyl (1R,4R,5S)-5-((7-chloro-8-fluoro-3-(((R)-1-(methoxycarbonyl)pyrrolidin-2-yl)ethynyl)-2-(methylthio)-1,6-naphthyridin-4-yl)amino)-2-azabicyclo[2.1.1]hexane-2-carboxylate ClC1=NC=C2C(=C(C(=NC2=C1F)SC)C#C[C@@H]1N(CCC1)C(=O)OC)N[C@H]1[C@H]2CN([C@@H]1C2)C(=O)OC(C)(C)C